C(#N)[C@@H](C[C@H]1C(NCC1)=O)NC(=O)[C@@H]1N([C@@H]2CC([C@H]1CC2)(F)F)C([C@](C)(C2=CC=CC=C2)O)=O (1S,3R,4S)-N-((R)-1-cyano-2-((S)-2-oxopyrrolidin-3-yl)ethyl)-5,5-difluoro-2-((S)-2-hydroxy-2-phenylpropanoyl)-2-azabicyclo[2.2.2]octane-3-carboxamide